3-[3-methyl-5-(methylcarbamoyl)thiophen-2-yl]propanoate CC1=C(SC(=C1)C(NC)=O)CCC(=O)[O-]